5-iodo-7-(pyridin-4-yl)-7H-pyrrolo[2,3-d]pyrimidin-4-amine IC1=CN(C=2N=CN=C(C21)N)C2=CC=NC=C2